3-methyl-3,4-dihydro-1H-quinoline CC1CNC2=CC=CC=C2C1